3-[(1R)-1-(7-chloro-6-fluoro-3-methylsulfanyl-10-oxa-2,4,8,13-tetrazatricyclo[7.4.1.05,14]tetradeca-1,3,5(14),6,8-pentaen-13-yl)ethyl]-N,N-bis[(4-methoxyphenyl)methyl]pyridin-2-amine ClC1=C(C=2N=C(N=C3N(CCOC(=N1)C32)[C@H](C)C=3C(=NC=CC3)N(CC3=CC=C(C=C3)OC)CC3=CC=C(C=C3)OC)SC)F